benzyl (2S,3R,5S)-3-[(1,3-dioxoisoindolin-2-yl)methyl]-2,5-dimethyl-4-oxo-piperidine-1-carboxylate O=C1N(C(C2=CC=CC=C12)=O)C[C@@H]1[C@@H](N(C[C@@H](C1=O)C)C(=O)OCC1=CC=CC=C1)C